C=CCCCC(CCCC=C)O undec-1,10-dien-6-ol